CN(S(=O)(=O)C)C1=CC=C(C(=O)NC2CCC(CC2)NC2=CC(=C(C=C2)C#N)C(F)(F)F)C=C1 4-(N-methylmethanesulfonamido)-N-[(1s,4s)-4-{[4-cyano-3-(trifluoromethyl)phenyl]amino}cyclohexyl]benzamide